1H,1'H-3,5'-biindole-6-carboxamide N1C=C(C2=CC=C(C=C12)C(=O)N)C=1C=C2C=CNC2=CC1